BrC1=C(C(=C(C(=C1)F)C=1N=C2N(C=CC(=C2)C)C1C[C@H]1CN(CCO1)C(=O)OC(C)(C)C)F)F tert-butyl (S)-2-((2-(4-bromo-2,3,6-trifluorophenyl)-7-methylimidazo[1,2-a]pyridin-3-yl)methyl)morpholine-4-carboxylate